2-{6-Cyclopropyl-4-[4-fluoro-2-(4-methyl-1,2,4-triazol-3-yl)phenyl]pyridin-2-yl}-6-(hydroxymethyl)-4-(trifluoromethyl)-3H-isoindol-1-one C1(CC1)C1=CC(=CC(=N1)N1C(C2=CC(=CC(=C2C1)C(F)(F)F)CO)=O)C1=C(C=C(C=C1)F)C1=NN=CN1C